4-(N-methyl-N-(3-(2-(piperidin-1-yl)-acetylamino)-4-methoxyphenyl)-amino)coumarin isotridecyl-n-dodecanoate C(CCCCCCCCCC(C)C)OC(CCCCCCCCCCC)=O.CN(C1=CC(=C(C=C1)OC)NC(CN1CCCCC1)=O)C1=CC(OC2=CC=CC=C12)=O